2,4-difluoro-6-((trimethylsilyl)ethynyl)aniline FC1=C(N)C(=CC(=C1)F)C#C[Si](C)(C)C